O1C(=CC=C1)C[C@H](N)C(=O)O β-(2-Furyl)-L-alanine